(2,2-difluoroethyl) (2,2,2-trifluoroethyl) sulfite S(=O)(OCC(F)F)OCC(F)(F)F